OC(CC(=O)C(O)(C[N+](C)(C)C)CC([O-])=O)CCCCC 3-hydroxyoctanoyl-carnitine